C(CCC)C1(CS(C2=C(N(C1)C1=CC=CC=C1)C=C(C(=C2)OCC(C(=O)O)O)SC)(=O)=O)CCCC 3-((3,3-dibutyl-7-(methylsulfanyl)-1,1-dioxo-5-phenyl-2,3,4,5-tetrahydro-1,5-benzothiazepin-8-yl)oxy)-2-hydroxypropionic acid